triallyldihydroxybiphenyl C(C=C)C=1C(=C(C(=C(C1)C1=CC=C(C=C1)O)CC=C)CC=C)O